C12C(C3CC(CC(C1)C3)C2)NC(CN2C(C(=CC=C2)NC([C@H](CCC(C(=O)NC)=O)NC(=O)C=2C=NN(C2)C)=O)=O)=O (S)-N1-(1-(2-(2-Adamantylamino)-2-oxoethyl)-2-oxo-1,2-dihydropyridin-3-yl)-N6-methyl-2-(1-methyl-1H-pyrazol-4-carboxamido)-5-oxohexanediamid